CC1=C(C=CC(=C1)S(F)(F)(F)(F)F)[N+](=O)[O-] 2-methyl-4-(pentafluorosulfanyl)nitrobenzene